nickel-zinc sulfide [S-2].[Zn+2].[Ni+2].[S-2]